FC1=C(C=CC=C1C1(CC1)CO)[C@@H](C)NC1=NC(=NC2=CC3=C(C=C12)N(C(C3(C)C)=O)C)C (R)-4-((1-(2-fluoro-3-(1-(hydroxymethyl)cyclopropyl)phenyl)ethyl)amino)-2,6,8,8-tetramethyl-6,8-dihydro-7H-pyrrolo[2,3-g]quinazolin-7-one